O1C(=NC2=C1C=CC=C2)NC=2OC1=C(N2)C=C(C=C1)C(=O)N 2-(1,3-benzoxazol-2-ylamino)-1,3-benzoxazole-5-carboxamide